N[C@@H]1[C@@H]2CC[C@H](C1)N2CC=2C=CC(=C(C2)C2=CC(=C(C=C2)C#N)F)C=2C=C1C=NN(C1=CC2F)CC(C)(C)O |o1:1,2,5| 5'-(((1S,2S,4R)-rel-2-amino-7-azabicyclo[2.2.1]heptan-7-yl)methyl)-3-fluoro-2'-(6-fluoro-1-(2-hydroxy-2-methylpropyl)-1H-indazol-5-yl)-[1,1'-biphenyl]-4-carbonitrile